C1(CC1)C1=CC=C(C=N1)C(C)=O (6-Cyclopropylpyridin-3-yl)ethan-1-one